CS(=O)(=O)N1CCC(CC1)CNC(=O)C1=CN=CS1 N-((1-(methylsulfonyl)piperidin-4-yl)methyl)thiazole-5-carboxamide